nonyltrityl phosphorothioate P(OC(C1=C(C=CC=C1)CCCCCCCCC)(C1=CC=CC=C1)C1=CC=CC=C1)([O-])([O-])=S